methyl 4-{5-(1-ethyl-3-methyl-1H-pyrazol-5-yl)-4-[(4-methoxyphenyl)methyl]-4H-1,2,4-triazol-3-yl}-1-(triphenylmethyl)-1H-indazole-6-carboxylate C(C)N1N=C(C=C1C=1N(C(=NN1)C1=C2C=NN(C2=CC(=C1)C(=O)OC)C(C1=CC=CC=C1)(C1=CC=CC=C1)C1=CC=CC=C1)CC1=CC=C(C=C1)OC)C